p-carboxyl-phenyl mercaptan C(=O)(O)C1=CC=C(C=C1)S